CC(COCCCNCCCC=1NC=CN1)(CC)C N-(3-(2,2-dimethylbut-1-yloxy)propyl)-3-(imidazolyl)propan-1-amine